1-(4-(4-fluoro-7-(2,2,2-trifluoroethyl)-3,8,9,10-tetrahydrocyclohepta[e]indazol-6-yl)phenyl)piperidine-4-carbaldehyde FC1=CC2=C(C=3C=NNC13)CCCC(=C2C2=CC=C(C=C2)N2CCC(CC2)C=O)CC(F)(F)F